[Br-].C(CCC)N1C(N(C=C1)C)C 1-butyl-2,3-dimethylimidazole Bromide